8-methyl-8-(8-(prop-1-yn-1-yl)dibenzo[b,d]thiophen-2-yl)-6-thia-9-azaspiro[4.5]decane 6,6-dioxide CC1(CS(C2(CCCC2)CN1)(=O)=O)C1=CC2=C(SC3=C2C=C(C=C3)C#CC)C=C1